3-fluoro-4-(((4-methyl-1-(piperidin-4-yl)-1H-pyrazol-3-yl)oxy)methyl)benzonitrile FC=1C=C(C#N)C=CC1COC1=NN(C=C1C)C1CCNCC1